(S)-1-(2-(4λ2-piperazin-1-yl)pyrimidin-5-yl)-1-(4-fluorophenyl)ethane-1-amine N1(CC[N]CC1)C1=NC=C(C=N1)[C@@](C)(N)C1=CC=C(C=C1)F